7-(6-morpholinopyridin-3-yl)benzo[d][1,3]dioxole-5-carboxamide O1CCN(CC1)C1=CC=C(C=N1)C1=CC(=CC2=C1OCO2)C(=O)N